6-{2-[(3-exo)-8-azabicyclo[3.2.1]oct-3-yloxy][1,3]thiazolo[4,5-c]pyridin-6-yl}-2-methylimidazo[1,2-a]pyridine-8-carbonitrile C12CC(CC(CC1)N2)OC=2SC1=C(C=NC(=C1)C=1C=C(C=3N(C1)C=C(N3)C)C#N)N2